6-fluoro-7-hydroxy-N-{[3-(1H-1,2,3,4-tetrazol-5-yl)phenyl]methyl}quinoline-2-carboxamide FC=1C=C2C=CC(=NC2=CC1O)C(=O)NCC1=CC(=CC=C1)C1=NN=NN1